COC1=CC=C(C=C1)C(COC1=NC2=CC(=CC=C2C=C1C#N)C)=O 2-(2-(4-methoxyphenyl)-2-oxoethoxy)-7-methylquinoline-3-carbonitrile